C(CCC)N1CC(C1)NC1=CC(=C(C(=C1)F)[C@H]1[C@@H](N(CC=2C3=C(C=CC12)NN=C3)C)CC(C)C)F 1-butyl-N-(3,5-difluoro-4-((6S,7S)-7-isobutyl-8-methyl-6,7,8,9-tetrahydro-3H-pyrazolo[3,4-h]isoquinolin-6-yl)phenyl)azetidin-3-amine